SC1=C(C(=CC=C1)S)S 1,2,3-Trimercaptobenzene